1-(2-(4-ethylpiperazin-1-yl)-4-methylquinolin-6-yl)-3-(2-(4-methylpiperazin-1-yl)ethyl)thiourea C(C)N1CCN(CC1)C1=NC2=CC=C(C=C2C(=C1)C)NC(=S)NCCN1CCN(CC1)C